methyl 4-(1-aminocyclopropyl)benzoate, hydrochloride salt Cl.NC1(CC1)C1=CC=C(C(=O)OC)C=C1